FC(C)(F)C=1C=C2C(=NC=NC2=CC1C1=C(C=CC(=N1)N)C(F)(F)F)N1CCNCC1 6-[6-(1,1-difluoroethyl)-4-piperazin-1-yl-quinazolin-7-yl]-5-(trifluoromethyl)pyridin-2-amine